4-amino-1-[(2R)-6-amino-2-[[2-[[(2R)-2-amino-3-phenyl-propionyl]amino]-7,7,7-trifluoro-heptanoyl]amino]hexanoyl]piperidine-4-carboxylic acid tristrifluoroacetate FC(C(=O)O)(F)F.FC(C(=O)O)(F)F.FC(C(=O)O)(F)F.NC1(CCN(CC1)C([C@@H](CCCCN)NC(C(CCCCC(F)(F)F)NC([C@@H](CC1=CC=CC=C1)N)=O)=O)=O)C(=O)O